cyclopenta[b]Furan O1C=2C(=CC1)C=CC2